tert-butyl (3-bromo-6-chloropyrazin-2-yl)carbamate BrC=1C(=NC(=CN1)Cl)NC(OC(C)(C)C)=O